FCCN1N=CC=C1 1-(2-fluoroethyl)-1H-pyrazol